2-chloro-3-fluoro-5-nitropyridine ClC1=NC=C(C=C1F)[N+](=O)[O-]